N4-(4-(3-(trifluoromethyl)phenoxy)phenyl)-7H-pyrrolo[2,3-d]pyrimidin-2,4-diamine FC(C=1C=C(OC2=CC=C(C=C2)NC=2C3=C(N=C(N2)N)NC=C3)C=CC1)(F)F